4,6-dichloro-N-(2,4-dimethoxybenzyl)pyridazine-3-carboxamide tert-butyl-4-(4-(4-(benzo[b]thiophen-5-ylamino)quinolin-6-yl)-3-fluorobenzyl)piperazine-1-carboxylate C(C)(C)(C)OC(=O)N1CCN(CC1)CC1=CC(=C(C=C1)C=1C=C2C(=CC=NC2=CC1)NC1=CC2=C(SC=C2)C=C1)F.ClC1=C(N=NC(=C1)Cl)C(=O)NCC1=C(C=C(C=C1)OC)OC